FC1=C(C=C(C=C1)NC(C=C)=O)NC1=NC(=NC=C1C1=CC(=CC(=C1)OC)F)N(C=1C=NN(C1)C)C N-(4-fluoro-3-((5-(3-fluoro-5-methoxyphenyl)-2-(methyl(1-methyl-1H-pyrazol-4-yl)amino)pyrimidin-4-yl)amino)phenyl)acrylamide